CC(C(=O)O[C@@H]1[C@H](O[C@H]([C@]1(C)F)N1C2=NC(=NC(=C2N=C1)NC)N)COC(CC1CCCCC1)=O)C (2R,3R,4R,5R)-5-[2-amino-6-(methylamino) purin-9-yl]-2-{[(2-cyclohexylacetyl) oxy] methyl}-4-fluoro-4-methyloxolan-3-yl 2-methylpropanoate